(3-((1R,4R)-4-((Dimethylamino)methyl)-cyclohexyl)-1,2,3-oxadiazol-3-ium-5-yl)((3-(trifluoromethyl)-5-(2-(2-(trifluoromethyl)-phenyl)acetamido)phenyl)carbamoyl)amide CN(C)CC1CCC(CC1)[N+]1=NOC(=C1)[N-]C(NC1=CC(=CC(=C1)NC(CC1=C(C=CC=C1)C(F)(F)F)=O)C(F)(F)F)=O